tert-Butyl 4-(aminomethyl)-2,2-dimethylpyrrolidine-1-carboxylate NCC1CC(N(C1)C(=O)OC(C)(C)C)(C)C